(4-(5-Benzylpyrazin-2-yl)piperazin-1-yl)-6-(1-methyl-1H-pyrazol-4-yl)pyrazolo[1,5-a]pyridine C(C1=CC=CC=C1)C=1N=CC(=NC1)N1CCN(CC1)C1=NN2C(C=CC(=C2)C=2C=NN(C2)C)=C1